O=C1N2C(=NN1CC1=CC(=CC=C1)C(F)(F)F)CCC2 (5S)-3-Oxo-2-[3-(trifluoromethyl)benzyl]-2,5,6,7-tetrahydro-3H-pyrrolo[2,1-c][1,2,4]triazol